4-Methyl-6-({5-[(2S)-oxolane-2-carbonyl]-1H,2H,3H,4H,5H,6H-pyrrolo[3,4-c]pyrrol-2-yl}sulfonyl)-3,4-dihydro-2H-1,4-benzoxazine CN1CCOC2=C1C=C(C=C2)S(=O)(=O)N2CC=1CN(CC1C2)C(=O)[C@H]2OCCC2